ethylene dihydrogen phosphate P(=O)(O)(O)O.C=C